O1CC(CC=C1)=O 2H-pyran-3(4H)-one